5-(3-cyclohexenyl-6-(4-methoxyphenyl)-7-oxo-2-phenyl-4,7-dihydropyrazolo[1,5-a]pyrimidin-5-ylamino)pyrazine-2-carbonitrile C1(=CCCCC1)C=1C(=NN2C1NC(=C(C2=O)C2=CC=C(C=C2)OC)NC=2N=CC(=NC2)C#N)C2=CC=CC=C2